C(C1=CC=CC=C1)OC=1C=C(C=C(C1OCC1=CC=CC=C1)OCC1=CC=CC=C1)C1OC2=CC=CC=C2CC1O 2-(3,4,5-tris(benzyloxy)phenyl)chroman-3-ol